FC(C=1C=C(C=C(C1)C(F)(F)F)C(C1NCCC1)(O[Si](C)(C)C)C1=CC(=CC(=C1)C(F)(F)F)C(F)(F)F)(F)F 2-{bis-[3,5-bis(trifluoromethyl)phenyl]-trimethylsilanyloxy-methyl}-pyrrolidine